dichlorodi-tert-butyl-(4-Dimethylaminophenyl)phosphorus palladium (II) [Pd+2].ClP(C1=CC=C(C=C1)N(C)C)(C(C)(C)C)(C(C)(C)C)Cl